2-acrylamidoethanesulfonic acid sodium salt [Na+].C(C=C)(=O)NCCS(=O)(=O)[O-]